N1C=CC2=CC=C(C=C12)CCC1(CCCC=2C3=CC=CC=C3NC12)N (2-(1H-indol-6-yl)ethyl)-2,3,4,9-tetrahydro-1H-carbazol-1-amine